2-n-propyl-2-n-butyl-1,3-dimethoxypropane C(CC)C(COC)(COC)CCCC